C(=O)(O)CCN(CCC(=O)O)O 3-[(2-carboxyl-ethyl)-hydroxy-amino]-propionic acid